CC=1CC(CCC1C)C 2,3,6-Trimethyl-2-cyclohexen